ClC=1C2=C(C=NC1)CN(C2)N2C(=NC1=C2CCCC1)C1=C(C=CC=C1)Cl (7-chloro-1,3-dihydro-2H-pyrrolo[3,4-c]pyridin-2-yl)-2-(2-chlorophenyl)-4,5,6,7-tetrahydro-1H-benzo[d]imidazole